tert-butyl (2R,6S)-4-[4-[(2,8-dimethylimidazo[1,2-b]pyridazine-6-carbonyl)amino]-1-naphthyl]-2,6-dimethyl-piperazine-1-carboxylate CC=1N=C2N(N=C(C=C2C)C(=O)NC2=CC=C(C3=CC=CC=C23)N2C[C@H](N([C@H](C2)C)C(=O)OC(C)(C)C)C)C1